4-(((1R,2R)-2-(methoxymethylene)cyclopropyl)butan-1,3-diynyl)benzoic acid COC=C1[C@H](C1)C#CC#CC1=CC=C(C(=O)O)C=C1